C(N)(=O)C1CN(CC1)C(=O)OCC1=CC=CC=C1 benzyl 3-carbamoylpyrrolidine-1-carboxylate